BrC1=C(CN2C(NN=C(C2=O)C)=S)C=C(C=C1)F 4-(2-bromo-5-fluorobenzyl)-6-methyl-3-thioxo-3,4-dihydro-1,2,4-triazin-5(2H)-one